3-(2-methoxy-2-oxoethyl)-3-methyl-2-oxoindoline-1-carboxylic acid tert-butyl ester C(C)(C)(C)OC(=O)N1C(C(C2=CC=CC=C12)(C)CC(=O)OC)=O